BrC1=CC=2C[C@H](N3C([C@H](CCC(=C1)C32)NC(OC(C)(C)C)=O)=O)C(N[C@H](C)CCC(N)=O)=O Tert-butyl N-[(2S,11S)-6-bromo-2-[[(2R)-4-carbamoylbutan-2-yl]carbamoyl]-12-oxo-1-azatricyclo[6.4.1.0^[4,13]]trideca-4(13),5,7-trien-11-yl]carbamate